2-(1-tert-butoxycarbonyl-4-piperidyl)-2-(4-fluorophenyl)acetic Acid C(C)(C)(C)OC(=O)N1CCC(CC1)C(C(=O)O)C1=CC=C(C=C1)F